(E)-3-(benzo[d]thiazol-2-yl)-4-(1-methyl-3-(quinolin-6-yl)-1H-pyrazol-4-yl)but-3-enoic acid S1C(=NC2=C1C=CC=C2)\C(\CC(=O)O)=C\C=2C(=NN(C2)C)C=2C=C1C=CC=NC1=CC2